FC(C1=C(C=CC=C1)B(O)O)(F)F (2-(trifluoromethyl)phenyl)boronic acid